(6Z,16Z)-12-((Z)-Dec-4-en-1-yl)docosa-6,16-dien-11-yl 5-(azetidin-1-yl)pentanoate N1(CCC1)CCCCC(=O)OC(CCC\C=C/CCCCC)C(CCC\C=C/CCCCC)CCC\C=C/CCCCC